ClC1=C(C(=C2C=NN(C2=C1)C1OCCCC1)B1OC(C(O1)(C)C)(C)C)[C@@H]1[C@@H](C1)C 6-chloro-5-((1S,2R)-2-methylcyclopropyl)-1-(tetrahydro-2H-pyran-2-yl)-4-(4,4,5,5-tetramethyl-1,3,2-dioxaborolan-2-yl)-1H-indazole